C=1N=CN2C1C(=CC=C2)C(=O)N2C[C@H]([C@@H](CC2)C2=CC=CC=C2)NC(=O)C=2NC=CC2 N-((3S,4S)-1-(imidazo[1,5-a]pyridine-8-carbonyl)-4-phenylpiperidin-3-yl)-1H-pyrrole-2-carboxamide